N-(1-(2-(2-methoxyethoxy)ethyl)-3-(pyridin-2-yl)-1H-pyrazol-4-yl)-5'-methyl-[2,3'-bipyridine]-6-carboxamide COCCOCCN1N=C(C(=C1)NC(=O)C1=CC=CC(=N1)C=1C=NC=C(C1)C)C1=NC=CC=C1